C(CCCC1(CC=C(C(=C1)C(C)(C)C)O)C)C1(CC=C(C(=C1)C(C)(C)C)O)C 4,4'-butylene-bis(4-methyl-6-tert-butylphenol)